[N].N1=CC=CC=C2C1=CC=C(C2)N benzazepine-7-amine Nitrogen